1-(tert-butoxycarbonyl)-3-fluoropiperidine-3-carboxylic acid C(C)(C)(C)OC(=O)N1CC(CCC1)(C(=O)O)F